FC(C=1C2=CN(N=C2C(=C(C1)C=1C=NC(=CC1)N1CCOCC1)C)C(C(=O)NC=1SC=CN1)C1=C2N(C=N1)C[C@@H](C2)F)F 2-[4-(difluoromethyl)-7-methyl-6-(6-morpholino-3-pyridinyl)indazol-2-yl]-2-[(6R)-6-fluoro-6,7-dihydro-5H-pyrrolo[1,2-c]imidazol-1-yl]-N-thiazol-2-yl-acetamide